ClC=1C=C2C(=NC(=NC2=C(C1C1=C(C(=CC(=N1)N)C)C(F)(F)F)F)OCC1(CC1)CN1CC(CCC1)F)N1CC2CCC(C1)N2 6-(6-chloro-4-{3,8-diazabicyclo[3.2.1]octan-3-yl}-8-fluoro-2-({1-[(3-fluoropiperidin-1-yl)methyl]cyclopropyl}methoxy)quinazolin-7-yl)-4-methyl-5-(trifluoromethyl)pyridin-2-amine